8-Methoxy-3-[1-(2,2,3,3,3-pentafluoropropyl)-1H-pyrazol-4-yl]-2-(trifluoromethyl)-4H-pyrimido[1,2-b]pyridazin-4-one COC1=CC=2N(N=C1)C(C(=C(N2)C(F)(F)F)C=2C=NN(C2)CC(C(F)(F)F)(F)F)=O